P(=O)(OOC(C)(C)C)(OOCCCCCCCCCCCCCCCC)[O-] tert-butoxy cetyloxy phosphate